FC=1C=C(C=C(C1OC1=CC=NC2=CC(=C(C=C12)OCCO)OC)F)C1=NC=CC(=C1C(=O)N)OC (3,5-difluoro-4-{[6-(2-hydroxyethoxy)-7-methoxyquinolin-4-yl]oxy}phenyl)-4-methoxypyridine-3-carboxamide